P(=O)(O)(O)OC[C@@H]1[C@H]([C@H]([C@@H](O1)N1C(=O)NC(=O)C=C1C(=O)O)O)O orotidine 5'-monophosphate